C(CCC)(OCC)(OCC)OCC triethyl orthobutyrate